6-methyl-N-(3-phenylpropyl)-2-propylthieno[2,3-d]pyrimidin-4-amine CC1=CC2=C(N=C(N=C2NCCCC2=CC=CC=C2)CCC)S1